7-fluoro-5-methyl-3-(3-(4-(4-(trifluoromethyl)phenyl)-3,6-dihydropyridin-1(2H)-yl)propyl)isoquinolin-1(2H)-one FC1=CC(=C2C=C(NC(C2=C1)=O)CCCN1CCC(=CC1)C1=CC=C(C=C1)C(F)(F)F)C